bromo-7'-fluoro-3-hydroxy-3'-methyl-spiro[cyclobutane-1,1'-pyrrolo[2,3-C]quinolin]-2'(3'h)-one BrC1=NC=2C=C(C=CC2C2=C1N(C(C21CC(C1)O)=O)C)F